3-(4-Methoxyphenyl)-4-methylisoquinoline COC1=CC=C(C=C1)C=1N=CC2=CC=CC=C2C1C